6-((1H-Pyrrolo[2,3-b]pyridin-1-yl)methyl)-3-(3,5-dimethoxybenzyl)-8-(4-fluoro-2-methylphenyl)quinazolin-4(3H)-one N1(C=CC=2C1=NC=CC2)CC=2C=C1C(N(C=NC1=C(C2)C2=C(C=C(C=C2)F)C)CC2=CC(=CC(=C2)OC)OC)=O